(S)-2-methyl-1-(6-((4-(3-phenylisoxazolidin-2-yl)-7H-pyrrolo[2,3-d]pyrimidin-2-yl)amino)-3,4-dihydroisoquinolin-2(1H)-yl)propan-2-ol CC(CN1CC2=CC=C(C=C2CC1)NC=1N=C(C2=C(N1)NC=C2)N2OCC[C@H]2C2=CC=CC=C2)(C)O